7-bromo-4-fluoro-2-methylisoquinolin-1-one BrC1=CC=C2C(=CN(C(C2=C1)=O)C)F